C(C)N(C(OC=1C(=NC(=CC1)N)N)=O)CC 2,6-diaminopyridin-3-yl diethylcarbamate